ethyl (4E)-5-[4-([[(2R,3S)-3-[(tert-butoxycarbonyl) amino]-5-carbamoyl pentan-2-yl]oxy]methyl) phenyl]pent-4-enoate C(C)(C)(C)OC(=O)N[C@H]([C@@H](C)OCC1=CC=C(C=C1)/C=C/CCC(=O)OCC)CCC(N)=O